L-Lysine methyl ester dihydrochloride Cl.Cl.COC([C@@H](N)CCCCN)=O